α-keto-γ-methylthiobutyrate O=C(C(=S)[O-])CCC